ClC1=C(C(N(C2=CC=C(C=C12)OC)C)=O)C#N 4-Chloro-6-methoxy-1-methyl-2-oxo-1,2-dihydroquinoline-3-carbonitrile